FCC(COCC(CF)O)O 3-fluoro-2-hydroxypropyl ether